(S)-3-(1-(4-(4-(3,5-dimethyl-4-(methylsulfonyl)-1H-pyrazol-1-yl)-5-fluoropyrimidin-2-yl)piperazine-1-carbonyl)-4,5-dihydro-1H-pyrazol-5-yl)-5-fluorobenzonitrile CC1=NN(C(=C1S(=O)(=O)C)C)C1=NC(=NC=C1F)N1CCN(CC1)C(=O)N1N=CC[C@H]1C=1C=C(C#N)C=C(C1)F